FC(C1=NN=C(O1)C1=CC=C2CN(C(C2=C1)=O)N(C(OCC1=NC=CC=C1)=O)CC1=CC=C(C=C1)F)F (pyridin-2-yl)methyl {6-[5-(difluoromethyl)-1,3,4-oxadiazol-2-yl]-1-oxo-1,3-dihydro-2H-isoindol-2-yl}[(4-fluorophenyl)methyl]carbamate